TERT-BUTYL 4-FORMYLBENZO[D]THIAZOL-2-YLCARBAMATE C(=O)C1=CC=CC2=C1N=C(S2)NC(OC(C)(C)C)=O